C(C)(CC)NC(=O)C1=NC=CC=C1 N-sec-butyl-pyridine-2-carboxamide